CC1N(CCOC1)C=1C=C2C3=C(C(=NN3CCC(N2)=O)C2=NNC=C2)N1 4-(3-methylmorpholinyl)-2-(1H-pyrazol-3-yl)-8,9-dihydro-1,3,6,9a-tetraazabenzo[cd]azulene-7(6H)-one